N1CN=CC=2OCC=NC21 dihydro-6H-pyrimido[5,4-b][1,4]oxazin